N-(2-chloro-5-(4,4,5,5-tetramethyl-1,3,2-dioxaborolan-2-yl)pyridin-3-yl)benzenesulfonamide ClC1=NC=C(C=C1NS(=O)(=O)C1=CC=CC=C1)B1OC(C(O1)(C)C)(C)C